3-(4-Amino-7-methyl-5-(4-((6-methylpyridin-2-yl)oxy)phenyl)-7H-pyrrolo[2,3-d]pyrimidin-6-yl)-4-hydroxypyrrolidine-1-carboxylic acid tert-butyl ester C(C)(C)(C)OC(=O)N1CC(C(C1)O)C1=C(C2=C(N=CN=C2N)N1C)C1=CC=C(C=C1)OC1=NC(=CC=C1)C